CC1=NC(=NC(=C1)C)NS(=O)(=O)C1=CC=C(C=C1)NC(CC(=O)NC1=CC=C(C=C1)F)=O N1-(4-(N-(4,6-dimethylpyrimidin-2-yl)sulfamoyl)phenyl)-N3-(4-fluorophenyl)malonamide